F[C@@H]1[C@@H](C1)NC(=O)C1=CN=C2N1N=C(C=C2N(C)CC2=CC=C(C=C2)OC)N2CCC1=C(C=CC=C21)C2=CC=C(C=N2)CC2CN(C2)C(=O)OC(C)(C)C Tert-butyl 3-((6-(1-(3-(((1R,2S)-2-fluorocyclopropyl)carbamoyl)-8-((4-methoxybenzyl)(methyl)amino)imidazo[1,2-b]pyridazin-6-yl)indolin-4-yl)pyridin-3-yl)methyl)azetidine-1-carboxylate